6-(2-(4-Fluoro-3-methylphenyl)pyridin-3-yl)-N-(piperidin-4-yl)imidazo[1,2-a]pyridine-3-carboxamide FC1=C(C=C(C=C1)C1=NC=CC=C1C=1C=CC=2N(C1)C(=CN2)C(=O)NC2CCNCC2)C